3-([1,1'-biphenyl]-2-ylethynyl)-1-(tetrahydro-2H-pyran-3-yl)-1H-indazole-5-carboxylic acid C1(=C(C=CC=C1)C#CC1=NN(C2=CC=C(C=C12)C(=O)O)C1COCCC1)C1=CC=CC=C1